(R)-N-(1-(3-(difluoromethyl)-2-fluorophenyl)ethyl)-7-methoxy-6-(3-methoxyazetidine-3-yl)quinolin-4-amine FC(C=1C(=C(C=CC1)[C@@H](C)NC1=CC=NC2=CC(=C(C=C12)C1(CNC1)OC)OC)F)F